C1(CC1)S(=O)(=O)NC(C1=CC=C(C=C1)N1[C@@H]2C[C@H]([C@H](C1)C2)OCC=2C(=NOC2C2CC2)C2=C(C=CC=C2Cl)Cl)=O N-(cyclopropanesulfonyl)-4-[(1S,4S,5R)-5-{[5-cyclopropyl-3-(2,6-dichlorophenyl)-1,2-oxazol-4-yl]methoxy}-2-azabicyclo[2.2.1]heptan-2-yl]benzamide